FC1=CC(=C(C=C1)O)C1=NC2=CC=CC=C2C(=N1)N1CCN(CC1)C 4-fluoro-2-[4-(4-methylpiperazin-1-yl)quinazolin-2-yl]phenol